N1(CCNCC1)C1=CC=C(NCCCCCCSC2=CC=NC3=CC(=CC=C23)C2=NC=CC=C2)C=C1 4-(piperazin-1-yl)-N-(6-((7-(pyridin-2-yl)quinolin-4-yl)thio)hexyl)aniline